BrC1=C(OC[C@H]2[C@@H](CCCC2)COC2=C(C=CC=C2)Br)C=CC=C1 (trans)-1,2-bis((2-bromophenoxy)methyl)cyclohexane